5-(cyclopropylmethyl)-4-(6-cyclopropylpyridin-3-yl)-2-(2-(methyl-d3)-2H-indazol-5-yl)-2,5-dihydro-3H-pyrrolo[3,2-c]pyridazin-3-one C1(CC1)CN1C=CC2=NN(C(C(=C21)C=2C=NC(=CC2)C2CC2)=O)C2=CC1=CN(N=C1C=C2)C([2H])([2H])[2H]